ClC1=C2C(=C(N=C1NC(C1=C(C=C(C=C1)NS(=O)(=O)CCO)N1CCC3(CC3)CC1)=O)N1CCC(CC1)(F)F)OC=C2 N-(4-chloro-7-(4,4-difluoropiperidin-1-yl)furo[2,3-C]pyridin-5-yl)-4-(2-hydroxyethylsulfonylamino)-2-(6-azaspiro[2.5]oct-6-yl)benzamide